7-methoxy-2-oxo-1,2,3,4-tetrahydroquinoline-4-carbonitrile COC1=CC=C2C(CC(NC2=C1)=O)C#N